(2,4-difluorophenoxy)-3-(4,4,5,5-tetramethyl-1,3,2-dioxaborolan-2-yl)anilineACRYLOYL-DIMETHYL-TAURINE SODIUM [Na].FC1=C(OC(N(C)C)(CS(=O)(=O)O)C(C=CNC2=CC(=CC=C2)B2OC(C(O2)(C)C)(C)C)=O)C=CC(=C1)F